2-amino-N-(6-bromobenzo[d][1,3]dioxol-4-yl)nicotinamide NC1=C(C(=O)NC2=CC(=CC=3OCOC32)Br)C=CC=N1